8-{(4,4-difluorocyclohexyl)methoxy}quinolin-5-amine FC1(CCC(CC1)COC1=CC=C(C=2C=CC=NC12)N)F